C1N(CC12CNC2)C2=CC=C(C=N2)C2C(NC(CC2)=O)=O 3-(6-[2,6-diazaspiro[3.3]heptan-2-yl]pyridin-3-yl)piperidine-2,6-dione